Cl.C(C)OC(C1=C(N=C(C=C1)O)C)=O hydroxy-2-methylnicotinic acid ethyl ester hydrochloride